C(C)(C)(C)OC(/N=C\1/N(C(C[C@@](N1)(C)C1=C(C(=CC=C1)N)Cl)=O)[C@@H]1C[C@@H](OCC1)C)=O (NE)-N-{(4S)-4-(3-amino-2-chlorophenyl)-4-methyl-1-[(2S,4S)-2-methyl-tetrahydropyran-4-yl]-6-oxohexahydropyrimidin-2-ylidene}carbamic acid tert-butyl ester